4-methyl-1-(pyridin-3-yl)pentan-1-ol CC(CCC(O)C=1C=NC=CC1)C